1,1,1,3,3,3-hexafluoropropan-2-yl (+)-1-((5-chloropyridin-3-yl)carbamoyl)-6-azaspiro[2.5]octane-6-carboxylate ClC=1C=C(C=NC1)NC(=O)C1CC12CCN(CC2)C(=O)OC(C(F)(F)F)C(F)(F)F